COC=1C=C(C=NC1OCC1=NC=C(C=C1)OC)O 5-methoxy-6-[(5-methoxy-2-pyridinyl)methoxy]pyridin-3-ol